2-((2r,5s)-4-(6-cyano-1-methyl-2-oxo-1,2-dihydropyrido[3,2-d]pyrimidin-4-yl)-2-ethyl-5-methylpiperazin-1-yl)-N-(2-cyanoethyl)-2-(4-(trifluoromethyl)phenyl)acetamide C(#N)C=1C=CC=2N(C(N=C(C2N1)N1C[C@H](N(C[C@@H]1C)C(C(=O)NCCC#N)C1=CC=C(C=C1)C(F)(F)F)CC)=O)C